N-(isoxazol-4-yl)-5-methoxy-1-methyl-6-oxo-2-(1-phenyl-3,4-dihydroisoquinolin-2(1H)-yl)-1,6-dihydropyrimidine-4-carboxamide O1N=CC(=C1)NC(=O)C=1N=C(N(C(C1OC)=O)C)N1C(C2=CC=CC=C2CC1)C1=CC=CC=C1